C=CCC 1-Butene